2-((3aR,6aS)-5-(4-(4-amino-3-(4-phenoxyphenyl)-1H-pyrazolo[3,4-d]pyrimidin-1-yl)piperidin-1-yl)hexahydrocyclopenta[c]pyrrol-2(1H)-yl)-7-azaspiro[3.5]nonane-7-carboxylate NC1=C2C(=NC=N1)N(N=C2C2=CC=C(C=C2)OC2=CC=CC=C2)C2CCN(CC2)C2C[C@@H]1[C@@H](CN(C1)C1CC3(C1)CCN(CC3)C(=O)[O-])C2